NC1=NC=CC=C1C1=NC=2C(=NC(=CC2)C=2C=NC=CC2)N1C1=CC=C(CNCCC2=C(C(=C(C=O)C=C2)O)F)C=C1 4-(2-((4-(2-(2-aminopyridin-3-yl)-5-(pyridin-3-yl)-3H-imidazo[4,5-b]pyridin-3-yl)benzyl)amino)ethyl)-3-fluoro-2-hydroxybenzaldehyde